C(C=C)N(C=1C(=CC(=CC1)Cl)N)CC=C N1,N1-Diallyl-4-chlorobenzene-1,2-diamine